Cl.C1(CCCCC1)N(C)C1CCCCC1 dicyclohexyl-methyl-amine hydrochloride